C(C1=CC=CC=C1)N(CC(=O)O)C(C1=C(C=CC(=C1)Br)N)=O benzyl-(2-amino-5-bromobenzoyl)glycine